6-amino-7-fluoro-2H-benzo[b][1,4]oxazin NC1=CC2=C(OCC=N2)C=C1F